N-formylmethionine C(=O)N[C@@H](CCSC)C(=O)O